C(C)(C)(C)OC(=O)N1[C@@H](C[C@@H](C1)CC(=O)N1C(OC[C@@H]1CC1=CC=CC=C1)=O)C (2R,4R)-4-[2-[(4S)-4-benzyl-2-oxo-oxazolidin-3-yl]-2-oxoethyl]-2-methyl-pyrrolidine-1-carboxylic acid tert-butyl ester